OC1CC(C1)N(C(C)=O)C N-((1s,3s)-3-hydroxycyclobutyl)-N-methylacetamide